(Z)-5-((5-Cyano-2-oxoindolin-3-ylidene)methyl)-N-(2-(diethylamino)ethyl)-2,4-dimethyl-1H-pyrrole-3-carboxamide C(#N)C=1C=C2/C(/C(NC2=CC1)=O)=C/C1=C(C(=C(N1)C)C(=O)NCCN(CC)CC)C